(R)-1-((2-(6-((S)-2-((tert-butoxycarbonyl)amino)-3-fluoropropyl)-1-methyl-5-oxo-5,6,7,8-tetrahydro-1H-imidazo[4,5-g]isoquinolin-2-yl)-1-(cyclopropylmethyl)-1H-indol-7-yl)oxy)propane C(C)(C)(C)OC(=O)N[C@@H](CN1C(C=2C=C3C(=CC2CC1)N(C(=N3)C=3N(C1=C(C=CC=C1C3)OCCC)CC3CC3)C)=O)CF